NC=1C2=C(N=CN1)C(=NC(=C2)NC([2H])([2H])[2H])C=2C(=C(C=CC2C)O)C 3-(4-amino-6-((methyl-d3)amino)pyrido[3,4-d]pyrimidin-8-yl)-2,4-dimethylphenol